FC1=CC(=C(C=C1)C=1C2=C(C(=NC1C=1SC=3CN(CCC3N1)C(=O)OC(C)(C)C)O)C=CS2)OCCOC tert-butyl 2-[7-[4-fluoro-2-(2-methoxyethoxy)phenyl]-4-hydroxy-thieno[3,2-c]pyridin-6-yl]-6,7-dihydro-4H-thiazolo[5,4-c]pyridine-5-carboxylate